C(CC(O)(C(=O)[O-])CC(=O)[O-])(=O)[O-].[Zn+2].[Zn+2].[Zn+2].C(CC(O)(C(=O)[O-])CC(=O)[O-])(=O)[O-] Tri-zinc citrate